1-(naphthalen-2-yl)-3-phenylpropane-1,3-dione boron difluoride [B](F)F.C1=C(C=CC2=CC=CC=C12)C(CC(=O)C1=CC=CC=C1)=O